FC(CC(C(=O)C1=CC=CC=C1)C1=CC=C(C=C1)OC)(C(C(C(F)(F)F)(F)F)(F)F)F 4,4,5,5,6,6,7,7,7-nonafluoro-2-(4-methoxyphenyl)-1-phenylheptane-1-one